triethoxydodecyl-silane C(C)OC(CCCCCCCCCCC[SiH3])(OCC)OCC